5-chloro-4-(3-methyl-1-benzofuran-2-yl)-N-[4-(4-methylpiperazin-1-yl)phenyl]Pyrimidine-2-amine ClC=1C(=NC(=NC1)NC1=CC=C(C=C1)N1CCN(CC1)C)C=1OC2=C(C1C)C=CC=C2